4-(3-(4-ethoxy-3-(5-methyl-4-oxo-7-propyl-3,4-dihydroimidazo[5,1-f][1,2,4]triazin-2-yl)phenyl)-4-methyl-5-oxo-2-thioxoimidazolidin-1-yl)-2-(trifluoromethyl)benzonitrile C(C)OC1=C(C=C(C=C1)N1C(N(C(C1C)=O)C1=CC(=C(C#N)C=C1)C(F)(F)F)=S)C1=NN2C(C(N1)=O)=C(N=C2CCC)C